4-(3-(4-methoxyphenyl)-1,2,4-oxadiazol-5-yl)-N-(3-(4-(pyridin-2-ylmethyl)piperazin-1-yl)propyl)piperazine-1-carboxamide COC1=CC=C(C=C1)C1=NOC(=N1)N1CCN(CC1)C(=O)NCCCN1CCN(CC1)CC1=NC=CC=C1